FC1=C(C(=CC=C1)C)C1CC(CC1)CC(=O)OCC ethyl 2-(3-(2-fluoro-6-methylphenyl)cyclopentyl)acetate